2-(3-(benzyloxy)propoxy)-7-bromo-1-methyl-1H-imidazo[4,5-d]thieno[3,2-b]pyridine 5-oxide C(C1=CC=CC=C1)OCCCOC1=NC=2C(=C3C(=[N+](C2)[O-])C=C(S3)Br)N1C